N-((8-Chloroisochroman-4-yl)methyl)-N-(2,2-dimethoxyethyl)-4-nitrobenzenesulfonamide ClC=1C=CC=C2C(COCC12)CN(S(=O)(=O)C1=CC=C(C=C1)[N+](=O)[O-])CC(OC)OC